C(C)(C)NS(=O)(=O)C1=C(C=CC(=C1)NC(=O)N[C@H](C)C1=CC=CC=C1)C1=CN=C(S1)C1CCC(CC1)NC(OC(C)C)=O isopropyl ((1R,4r)-4-(5-(2-(N-isopropylsulfamoyl)-4-(3-((R)-1-phenylethyl)ureido)phenyl)thiazol-2-yl)cyclohexyl)carbamate